4'-(3-hydroxypropyl)-[1,1'-biphenyl]-4-ol OCCCC1=CC=C(C=C1)C1=CC=C(C=C1)O